NC1=CC=C(C=C1)NC(C1=CC=C(C(=O)NC2=CC=C(C=C2)N)C=C1)=O N,N'-bis-(4-aminophenyl)terephthalamide